(S)-(4-(4-chloropyrazolo[1,5-a]pyridin-2-yl)-6,7-dihydro-1H-imidazo[4,5-c]pyridin-5(4H)-yl)(6-methylpyrazolo[1,5-a]pyridin-3-yl)methanone ClC=1C=2N(C=CC1)N=C(C2)[C@H]2N(CCC1=C2N=CN1)C(=O)C=1C=NN2C1C=CC(=C2)C